C(C)(=O)N[C@@H]1[C@H]([C@H]([C@](C(=O)O)(O)O[C@H]1[C@H](O)[C@H](O)CO)F)O 5-(acetylamino)-3,5-dideoxy-3-fluoro-D-erythro-α-L-manno-2-nonulopyranosonic acid